N1C=C(C2=CC=CC=C12)C(CC1=C(N)C=CC=C1)C1=CNC2=CC=CC=C12 2-[2,2-di(1H-indol-3-yl)ethyl]aniline